FC1(CCC(CC1)[C@@H](C=1OC2=C(N1)C=C(C=C2)[C@@H](COC)N2C(N[C@H](C2)C(F)F)=O)NC(OCC2=CC=CC=C2)=O)F benzyl ((S)-(4,4-difluorocyclohexyl)(5-((S)-1-((R)-4-(difluoromethyl)-2-oxoimidazolidin-1-yl)-2-methoxyethyl)benzo[d]oxazol-2-yl)methyl)carbamate